tert-butyl 2-(4-(3-(2-(2,6-dioxopiperidin-3-yl)-1-oxoisoindolin-4-yl)propyl)piperazin-1-yl)acetate O=C1NC(CCC1N1C(C2=CC=CC(=C2C1)CCCN1CCN(CC1)CC(=O)OC(C)(C)C)=O)=O